(5,6-dichloro-3-oxo-2,3-dihydro-1H-indene-1-ylidene)malononitrile ClC=1C=C2C(CC(C2=CC1Cl)=C(C#N)C#N)=O